2,5-bis-(tert-butylperoxy)2,5-dimethylhexane C(C)(C)(C)OOC(C)(CCC(C)(C)OOC(C)(C)C)C